2,4,7,9-tetramethyl-5-decyndiol chromium [Cr].CC(C(O)O)CC(C#CC(CC(C)C)C)C